FC1=CC=C(C=C1)C1NC(N(C(=C1)C)C=1C=C2C=NNC2=CC1)=O 4-(4-fluorophenyl)-N-(1H-indazol-5-yl)-6-methyl-2-oxo-1,2,3,4-tetrahydropyrimidine